N-{3-[(1-hydroxy-6-oxo-1,6-dihydropyridin-2-yl)formamido]propyl}-6-oxo-1,6-dihydropyridine-2-carboxamide ON1C(=CC=CC1=O)C(=O)NCCCNC(=O)C=1NC(C=CC1)=O